4-bromo-N-(2-(pyridine-4-yl)ethyl)pyridine-2-amine BrC1=CC(=NC=C1)NCCC1=CC=NC=C1